FC1=CC2=C(C(=NO2)C2CCNCC2)C=C1 6-fluoro-3-piperidin-4-yl-benzo[d]isoxazole